C(NC1=CC=C(C(=O)OC)C=C1)NC1=CC=C(C(=O)OC)C=C1 Dimethyl 4,4'-(methylenebis(azanediyl))dibenzoate